ClC1=CC2=C(N(C(N=C2N2[C@H](CN(CC2)C(=O)OC(C)(C)C)C)=O)C=2C(=NC=CC2C)C(C)C)N=C1C1=C(C(=CC=C1)C)F tert-butyl (S)-4-(6-chloro-7-(2-fluoro-3-methylphenyl)-1-(2-isopropyl-4-methylpyridin-3-yl)-2-oxo-1,2-dihydropyrido[2,3-d]pyrimidin-4-yl)-3-methylpiperazine-1-carboxylate